C1(CC1)S(=O)(=O)C1=C(C=CC(=C1)NC1=NN(C(=C1)C)C1OCCCC1)C=1SC2=C(CCN(CC2)C(=O)OC(C)(C)C)N1 tert-butyl 2-(2-(cyclopropylsulfonyl)-4-((5-methyl-1-(tetrahydro-2H-pyran-2-yl)-1H-pyrazol-3-yl)amino)phenyl)-7,8-dihydro-4H-thiazolo[4,5-d]azepine-6(5H)-carboxylate